(R)-6-((2-(aminomethyl)-5,5-difluoropiperidin-1-yl)methanyl)-5-methyl-N-(4-(trifluoromethoxy)pyridin-2-yl)pyridin-2-amine NC[C@@H]1N(CC(CC1)(F)F)CC1=C(C=CC(=N1)NC1=NC=CC(=C1)OC(F)(F)F)C